5-[4-[3-[2-(1-piperidinyl)ethoxy]pyrrolidin-1-yl]thieno[3,2-d]pyrimidin-6-yl]-1H-pyrimidine-2,4-dione N1(CCCCC1)CCOC1CN(CC1)C=1C2=C(N=CN1)C=C(S2)C=2C(NC(NC2)=O)=O